methyl 2-((tert-butoxycarbonyl) amino)-7-(quinolin-6-yloxy)-1,2,3,4-tetrahydronaphthalene-2-carboxylate C(C)(C)(C)OC(=O)NC1(CC2=CC(=CC=C2CC1)OC=1C=C2C=CC=NC2=CC1)C(=O)OC